CN([C@@H]1C[C@@H](C1)N)C cis-N1,N1-dimethylcyclobutane-1,3-diamine